(S)-6-(1-cyclobutyl-1H-pyrazol-4-yl)-N-(5-(3-methyl-4-(oxetan-3-yl)piperazin-1-yl)-2-(trifluoromethyl)pyridin-3-yl)picolinamide C1(CCC1)N1N=CC(=C1)C1=CC=CC(=N1)C(=O)NC=1C(=NC=C(C1)N1C[C@@H](N(CC1)C1COC1)C)C(F)(F)F